tert-butyl N-[2-[2-[2-[7,7-difluoro-1-(1,2,3,4-tetrahydroisoquinolin-6-yl)-5,6-dihydrocyclopenta[d]pyridazin-4-yl]-5-fluoro-phenoxy]ethoxy]ethyl]carbamate FC1(CCC2=C1C(=NN=C2C2=C(OCCOCCNC(OC(C)(C)C)=O)C=C(C=C2)F)C=2C=C1CCNCC1=CC2)F